COC1=CC=C(C=C1)C(OC[C@H]1O[C@H](CN(C1)O)N1C(NC(C=C1)=O)=O)(C1=CC=CC=C1)C1=CC=C(C=C1)OC 1-[(2R,6S)-6-[[bis(4-methoxyphenyl)-phenyl-methoxy]methyl]-4-hydroxy-morpholin-2-yl]pyrimidine-2,4-dione